(2-hydroxypropane-2-yl)quinazoline OC(C)(C)C1=NC2=CC=CC=C2C=N1